2-(2,2-bis(mercaptomethylthio)ethyl)-1,3-dithiine SCSC(CC1SC=CCS1)SCS